CC1=NC(=NO1)C1=CC=C2C=CN=C(C2=C1)NCCC(=O)NC=1SC=2C(=NC=CC2N1)OCC(F)(F)F 3-{[7-(5-Methyl-1,2,4-oxadiazol-3-yl)isoquinolin-1-yl]amino}-N-[4-(2,2,2-trifluoroethoxy)-[1,3]thiazolo[5,4-c]pyridin-2-yl]propanamide